OCC1=CC=C(O1)C#N 5-hydroxymethyl-2-furannitrile